1-chloro-6-(3-chloro-1H-indazol-5-ylmethoxy)-3,4-dihydro-naphthalene-2-carbaldehyde ClC1=C(CCC2=CC(=CC=C12)OCC=1C=C2C(=NNC2=CC1)Cl)C=O